C(CCCCCCCCCCCCCCC)(=O)OC[C@H](OC(CCCCCCCCCCCCCCC)=O)CO |r| 1,2-dipalmitoyl-rac-glycerol